tert-butyl N-[2-[4-(hydroxymethyl)-6-methoxy-3-pyridyl]-1-methyl-ethyl]carbamate OCC1=C(C=NC(=C1)OC)CC(C)NC(OC(C)(C)C)=O